C(C#CC(=O)O)(=O)O butyne-1,4-dioic acid